COC1=NC=C(C(=N1)OC)C1=NOC=C1C 3-(2,4-dimethoxypyrimidin-5-yl)-4-methylisoxazole